ClC=1C(=CC(=NC1)OC)C1=CC(=NN1)C(=O)N1C2(CC2)CC(CC1)C(=O)O 4-[5-(5-chloro-2-methoxypyridin-4-yl)-1H-pyrazole-3-carbonyl]-4-azaspiro[2.5]octane-7-carboxylic acid